ethyl 3-oxobutanoate (ETHYL ACETOACETATE) C(C)CC(CC(=O)O)=O.O=C(CC(=O)OCC)C